(S)-N-((Z)-5-bromo-2-fluoro-2,3-dihydro-1H-inden-1-ylidene)-2-methylpropane-2-sulfinamide BrC=1C=C2CC(\C(\C2=CC1)=N/[S@@](=O)C(C)(C)C)F